CC1=C(C=NN1)C1=CC2=C(N=C(S2)NC2=NC=CC(=C2)CN2CC(CC2)O)C=C1 1-((2-((6-(5-methyl-1H-pyrazol-4-yl)benzo[d]-thiazol-2-yl)amino)-pyridin-4-yl)methyl)-pyrrolidin-3-ol